S(=O)(=O)(O)O.OC=1C=CC=C2C=CNC12 7-hydroxyindole sulfate